[Si](C)(C)(C(C)(C)C)OC[C@@H](C1=CC(=CC(=C1)F)F)N[S@@](=O)C(C)(C)C (S)-N-((R)-2-((tert-butyldimethylsilyl)oxy)-1-(3,5-difluorophenyl)ethyl)-2-methylpropane-2-sulfinamide